FC(C(C(C(C(C(C(C(F)(F)F)(F)F)(F)F)(F)F)(F)F)(F)F)(F)F)(S(=O)(=O)[O-])F Perfluorooctanesulphonate